[Te].[Cd] cadmium-tellurium